BrC1=CC(=CC=C1)OC 6-bromo-4-methoxybenzene